ClC=1N(C(=C(N1)C1=NC(=NC=C1C(F)(F)F)NC1CCN(CC1)S(=O)(=O)C)Cl)C (2,5-dichloro-1-methyl-1H-imidazol-4-yl)-N-(1-(methylsulfonyl)piperidin-4-yl)-5-(trifluoromethyl)pyrimidin-2-amine